O1[C@H](CC1)CN (R)-oxetan-2-methylamine